[Al].C(#N)C1=CC=C(C=C1)C(=C)NN 2-[1-(4-cyanophenyl)vinyl]hydrazine aluminum